6-(1-methyl-1H-pyrazol-4-yl)-N-(2-morpholino-5-(piperidin-1-yl)oxazolo[4,5-b]Pyridin-6-yl)pyridine-2-carboxamide CN1N=CC(=C1)C1=CC=CC(=N1)C(=O)NC=1C=C2C(=NC1N1CCCCC1)N=C(O2)N2CCOCC2